5-Methoxy-6-(oxetan-2-yl)pyridazin-3-amine COC=1C=C(N=NC1C1OCC1)N